7-Acryloyl-2-(4-(benzyloxy)phenyl)-5,6,7,8-tetrahydro-4H-pyrazolo[5',1':2,3]imidazo[4,5-c]pyridine-3-carboxamide C(C=C)(=O)N1CC2=C(CC1)NC=1N2N=C(C1C(=O)N)C1=CC=C(C=C1)OCC1=CC=CC=C1